OC1=CC=C(C=C1)C(C(C)(C)C)=O 1-(4-hydroxyphenyl)-2,2-dimethylpropan-1-one